C(C)(C)(C)OC(=O)N1CCC(CC1)CCC1=CC=CC=2N(C(N(C21)C)=O)C2C(NC(CC2)=O)=O Tert-butyl-4-[2-[1-(2,6-dioxo-3-piperidyl)-3-methyl-2-oxo-benzimidazol-4-yl]ethyl]piperidine-1-carboxylate